O=C1N(CCC12CNC1=C(N2)N=C(C=C1)C1=CC=CC=C1)C#N Oxo-6-phenyl-1,4-dihydro-2H-spiro[pyrido[2,3-b]pyrazine-3,3'-pyrrolidine]-1'-carbonitrile